CCCC1=C(C(=O)OC2=C1C=CC(=C2)O)C3=CC=C(C=C3)OC The molecule is a hydroxycoumarin that is coumarin substituted by a hydroxy group at position 7, a propyl group at position 4 and a 4-methoxyphenyl group at position 3. It is a hydroxycoumarin and a monomethoxybenzene. It derives from a coumarin.